N-[(2-Amino-3-pyridyl)sulfonyl]-6-(3-hydroxyphenyl)-2-[(4S)-2,2,4-trimethylpyrrolidin-1-yl]pyridin-3-carboxamid NC1=NC=CC=C1S(=O)(=O)NC(=O)C=1C(=NC(=CC1)C1=CC(=CC=C1)O)N1C(C[C@@H](C1)C)(C)C